C(C1=CC=CC=C1)N1N=CC(=C1)C=1C(=CC(N(C1)C)=O)C=1C=NN(C1)C(F)F 5-(1-benzyl-1H-pyrazol-4-yl)-4-(1-(difluoromethyl)-1H-pyrazol-4-yl)-1-methylpyridin-2(1H)-one